N-(4-aminopyridin-2-yl)-N-[3-fluoro-4-(methylsulfonyl)phenyl]acetamide NC1=CC(=NC=C1)N(C(C)=O)C1=CC(=C(C=C1)S(=O)(=O)C)F